FC=1C=C(C=C(C1OC1=C2C(=NC=C1)N(C=C2C2=C(C(=CC=C2)OC)F)COCC[Si](C)(C)C)F)NC(=O)NCC2(COC2)C 1-(3,5-difluoro-4-{[3-(2-fluoro-3-methoxyphenyl)-1-{[2-(trimethylsilyl)ethoxy]methyl}-1H-pyrrolo[2,3-b]pyridin-4-yl]oxy}phenyl)-3-[(3-methyloxetan-3-yl)methyl]urea